N=1C=NN2C1C=CC(=C2)C2=CC(=NN2C2=NC(=CC=C2)C)CC(=O)NC2=CC=C(C=C2)N(C)CCN(C)C 5-([1,2,4]triazolo[1,5-a]pyridin-6-yl)-N-(4-((2-(dimethylamino)ethyl)(methyl)amino)phenyl)-1-(6-methylpyridin-2-yl)-1H-pyrazole-3-carboxyamide